C(C)(C)(C)OC(N([C@@H]1C[C@@H](C1)OC1=C2C=NN(C2=CC(=C1)C1=CC=C(C=C1)O)C1OCCCC1)CC)=O cis-N-ethyl-N-[3-[(6-(4-hydroxyphenyl)-1-(tetrahydro-2H-pyran-2-yl)-1H-indazol-4-yl)oxy]cyclobutyl]carbamic acid tert-butyl ester